7-bromo-6-iodo-2-methyl-quinazolin-4(3H)-one BrC1=C(C=C2C(NC(=NC2=C1)C)=O)I